3-(1-oxo-5-(1-(quinolin-2-ylmethyl)piperidin-4-yl)isoindolin-2-yl)piperidine-2,6-dione O=C1N(CC2=CC(=CC=C12)C1CCN(CC1)CC1=NC2=CC=CC=C2C=C1)C1C(NC(CC1)=O)=O